2-(3-cyano-4-(2-(4'-(diphenylamino)-3-hydroxy-[1,1'-biphenyl]-4-yl)vinyl)-5,5-dimethyl-furan-2(5H)-ylidene)malononitrile C(#N)C=1C(OC(C1C=CC1=C(C=C(C=C1)C1=CC=C(C=C1)N(C1=CC=CC=C1)C1=CC=CC=C1)O)(C)C)=C(C#N)C#N